(R,S)-7-((3-((4-methoxybenzyl)oxy)phenyl)(pyridin-4-yl)methoxy)chroman-4-one COC1=CC=C(COC=2C=C(C=CC2)[C@H](OC2=CC=C3C(CCOC3=C2)=O)C2=CC=NC=C2)C=C1